benzyl (3R)-3-[(1S)-4-[tert-butyl(dimethyl)silyl]oxy-1-[[(S)-tert-butylsulfinyl]amino]-3,3-dimethyl-butyl]-3-methyl-pyrrolidine-1-carboxylate [Si](C)(C)(C(C)(C)C)OCC(C[C@H](N[S@@](=O)C(C)(C)C)[C@]1(CN(CC1)C(=O)OCC1=CC=CC=C1)C)(C)C